FC1=CC=C(C=C1)[C@H](C)C1=C(N=CC(=N1)C(=O)N(C)C)N[C@H]1CN(CC1)C 6-((S)-1-(4-fluorophenyl)ethyl)-N,N-dimethyl-5-(((R)-1-methylpyrrolidin-3-yl)amino)pyrazine-2-carboxamide